C(CCC)S(=O)(=O)N1CC(C1)(N1N=CC(=C1)N1C(=NC=2C1=C1C(=NC2)NC=C1)C=1OC(=CC1)CO)CC#N 2-(1-(butylsulfonyl)-3-(4-(2-(5-(hydroxymethyl)furan-2-yl)imidazo[4,5-d]pyrrolo[2,3-b]pyridin-1(6H)-yl)-1H-pyrazol-1-yl)azetidin-3-yl)acetonitrile